NC[C@H]([C@@H](O)[C@H]1[C@@H]([C@H](C[C@@](O1)(C(=O)OC)OCCOCCOCC#C)O)NC(CO)=O)O methyl (2R,4S,5R,6R)-6-((1R,2R)-3-amino-1,2-dihydroxypropyl)-4-hydroxy-5-(2-hydroxyacetamido)-2-(2-(2-(prop-2-yn-1-yloxy)ethoxy)ethoxy)tetrahydro-2H-pyran-2-carboxylate